C(C)(C)(C)NC(CN(C)C=1C2=C(N=C(N1)C1=NC=CC(=C1)OCC(C)(C)O)CCC2)=O N-tert-butyl-2-({2-[4-(2-hydroxy-2-methylpropoxy)pyridin-2-yl]-5H,6H,7H-cyclopenta[d]pyrimidin-4-yl}(methyl)amino)acetamide